Phenyl-4-chlorophenyl ether C1(=CC=CC=C1)C1=C(C=CC(=C1)Cl)OC1=C(C=C(C=C1)Cl)C1=CC=CC=C1